N[C@H]1CC=CC[C@@H]1C1=C(C2=NC(=CC(=C2S1)NCC1=CC=CC=C1)Cl)C 2-((1S,6S)-6-aminocyclohex-3-en-1-yl)-N-benzyl-5-chloro-3-methylthieno[3,2-b]pyridin-7-amine